COC=1C=C(C=CC1)C12CC(C1)(C2)NC(OC(C)(C)C)=O tert-butyl (3-(3-methoxyphenyl)bicyclo[1.1.1]pentan-1-yl)carbamate